BrCCCCOC(CCC(OCCCCCC)OCCCCCC)=O 4,4-bis(hexyloxy)butanoic acid 4-bromobutyl ester